C1CCC2=C(C=3CCCC3C=C12)NC(=O)NS(=O)(=O)\C=C\C1CCOCC1 (E)-N-((1,2,3,5,6,7-hexahydro-s-indacen-4-yl)carbamoyl)-2-(tetrahydro-2H-pyran-4-yl)ethenesulfonamide